5-bromo-2-(4-chloro-2-fluoro-phenyl)-2,3-dihydro-1,4-benzodioxine BrC1=CC=CC=2OC(COC21)C2=C(C=C(C=C2)Cl)F